1-bromo-1,2-dichloro-1,2-difluoro-2-iodoethane BrC(C(I)(F)Cl)(F)Cl